Dimethyl-2-fluoro-5-((6-fluoro-2,3-dihydrobenzo[b][1,4]dioxin-5-yl)methoxy)-4-methoxyaniline CN(C1=C(C=C(C(=C1)OCC1=C(C=CC=2OCCOC21)F)OC)F)C